2,2'-i-butylidenebis(4-ethyl-6-t-butylphenol) C(C(C)C)(C1=C(C(=CC(=C1)CC)C(C)(C)C)O)C1=C(C(=CC(=C1)CC)C(C)(C)C)O